C1(CC1)N1CC2(CN(C2)C(=O)C2=CC=C(C=C2)[C@@H]2CC3(CC(C3)C#N)CCN2CC2=C3C=CNC3=C(C=C2C2CC2)C)C1 (2R,4s,6S)-6-(4-(6-cyclopropyl-2,6-diazaspiro[3.3]heptane-2-carbonyl)phenyl)-7-((5-cyclopropyl-7-methyl-1H-indol-4-yl)methyl)-7-azaspiro[3.5]nonane-2-carbonitrile